2-[[4-[2-(5-Chloro-2-pyridyl)-2-methyl-1,3-benzodioxol-4-yl]triazol-1-yl]methyl]-3-(2-methoxyethyl)benzimidazole-5-carboxylic acid ClC=1C=CC(=NC1)C1(OC2=C(O1)C=CC=C2C=2N=NN(C2)CC=2N(C1=C(N2)C=CC(=C1)C(=O)O)CCOC)C